CC=1C(=NC(NC1)=O)NC(=O)O 5-methylcarboxylcytosine